1,2,3-tris(2,3-epithiopropoxy)propane C(C1CS1)OCC(COCC1CS1)OCC1CS1